2-(4-(tert-butyl)phenyl)-4-chloro-1-methylpyridine iodide [I-].C(C)(C)(C)C1=CC=C(C=C1)C1N(C=CC(=C1)Cl)C